1-[1-(1-ethyl-1H-pyrazole-4-carbonyl)-1,2,3,4-tetrahydroquinolin-6-yl]-N-(4-fluorophenyl)cyclobutane-1-carboxamide C(C)N1N=CC(=C1)C(=O)N1CCCC2=CC(=CC=C12)C1(CCC1)C(=O)NC1=CC=C(C=C1)F